2-{6-chloro-3-[(2,2-difluoro-2-phenylethyl)amino]-2-fluorophenyl}acetamide ClC1=CC=C(C(=C1CC(=O)N)F)NCC(C1=CC=CC=C1)(F)F